3-[2-[4-chloro-2-(trifluoromethyl)phenyl]-3-oxo-5,6,8,8a-tetrahydro-1H-imidazo[1,5-a]pyrazin-7-yl]-6-(2-ethoxypyridin-3-yl)pyridine-2-carbaldehyde ClC1=CC(=C(C=C1)N1C(N2C(CN(CC2)C=2C(=NC(=CC2)C=2C(=NC=CC2)OCC)C=O)C1)=O)C(F)(F)F